tert-butyl (2-((4-(5-bromothiophen-2-yl)-5-oxo-4,5-dihydro-1H-tetrazol-1-yl)methyl)-3,3-difluoroallyl)carbamate BrC1=CC=C(S1)N1N=NN(C1=O)CC(CNC(OC(C)(C)C)=O)=C(F)F